CC(\C=N\S(=O)C(C)(C)C)(C)C N-[(1E)-2,2-dimethylpropylidene]-2-methylpropane-2-sulfinamide